C(CCCCCCCCC)(=O)OC1=C(C=CC(=C1)C=1OC2=CC(=CC(=C2C(C1OC(CCCCCCCCC)=O)=O)OC(CCCCCCCCC)=O)OC(CCCCCCCCC)=O)OC(CCCCCCCCC)=O [2-decanoyloxy-4-[3,5,7-tris(decanoyloxy)-4-oxo-chromen-2-yl]phenyl]decanoate